1,1,2-trimethylethylene CC(=CC)C